4,5-Bis(di-tert.-butylphosphino)-9,9-dimethylxanthen C(C)(C)(C)P(C1=CC=CC=2C(C3=CC=CC(=C3OC12)P(C(C)(C)C)C(C)(C)C)(C)C)C(C)(C)C